N-(4-((2-amino-3-cyclopropylpyridin-4-yl)oxy)-3-fluorophenyl)-1-phenyl-5-(trifluoromethyl)-1H-pyrazole-4-Carboxamide NC1=NC=CC(=C1C1CC1)OC1=C(C=C(C=C1)NC(=O)C=1C=NN(C1C(F)(F)F)C1=CC=CC=C1)F